3-((S)-2-hydroxy-3-((6-hydroxy-1-methyl-2,3-dihydro-1H-pyrido[2,3-b][1,4]oxazin-7-ylsulfonyl)-1-oxa-8-azaspiro[4.5]dec-3-ylamino)propoxy)-N-methylbenzenesulfonamide O[C@H](COC=1C=C(C=CC1)S(=O)(=O)NC)CN(C1COC2(C1)CCNCC2)S(=O)(=O)C2=CC1=C(OCCN1C)N=C2O